[Cl-].NCCC[N+]1=CC=C(C2=CC=CC=C12)C=C1OC2=C(N1C)C=CC=C2 1-(3-aminopropyl)-4-{[3-methyl-2,3-dihydro-1,3-benzoxazol-2-ylidene]methyl}quinoline-1-ium chloride